tert-butyl 6-(6-(hydrazinecarbonyl)-5-methoxypyrazin-2-yl)-2,6-diazaspiro[3.4]octane-2-carboxylate N(N)C(=O)C1=C(N=CC(=N1)N1CC2(CN(C2)C(=O)OC(C)(C)C)CC1)OC